N2,N2-dimethylarginine CN([C@@H](CCCNC(N)=N)C(=O)O)C